4-(1-(4-((2-(2,6-dioxopiperidin-3-yl)-1,3-dioxoisoindolin-4-ylamino)methyl)-3-methylbenzyl)azetidin-3-yl)benzonitrile O=C1NC(CCC1N1C(C2=CC=CC(=C2C1=O)NCC1=C(C=C(CN2CC(C2)C2=CC=C(C#N)C=C2)C=C1)C)=O)=O